1,8-diisocyanatomethyloctane N(=C=O)CCCCCCCCCCN=C=O